OC[C@@H]1[C@@H](C1)C(=O)OC |r| (±)-methyl cis-2-(hydroxymethyl)cyclopropane-1-carboxylate